(2S)-2-{[(1R)-1-(2,3-dihydro-1,4-benzodioxin-6-yl)ethyl]amino}-5,5-dimethylhexanoic acid O1CCOC2=C1C=CC(=C2)[C@@H](C)N[C@H](C(=O)O)CCC(C)(C)C